O[C@H]1CNCC[C@@H]1CNC1=NC=2N(C(=C1)NCC=1C=C(C=CC1)NC(C=C)=O)N=CC2C(C)C N-(3-(((5-((((3R,4R)-3-hydroxypiperidin-4-yl)methyl)amino)-3-isopropylpyrazolo[1,5-a]pyrimidin-7-yl)amino)methyl)phenyl)acrylamide